C(C)C=1N(C(C(=CC1C(=O)NC1=CC=CC=C1)C(CC)=O)=O)C1=CC=CC=C1 2-ethyl-6-oxo-N,1-diphenyl-5-propionyl-1,6-dihydropyridine-3-carboxamide